3-aminopyrazolo[1,5-a]pyrimidine-5-ol NC=1C=NN2C1N=C(C=C2)O